tert-Butyl 4-(5-Amino-6-methoxypyridin-2-yl)piperidine-1-carboxylate NC=1C=CC(=NC1OC)C1CCN(CC1)C(=O)OC(C)(C)C